Racemic-(±)-1-[1-(2-difluoromethoxy-pyridin-4-yl)-ethyl]-3-spiro[3.3]Hept-2-yl-urea FC(OC1=NC=CC(=C1)[C@@H](C)NC(=O)NC1CC2(C1)CCC2)F |r|